2-(6-{5-chloro-2-[(2-methyl-2H-1,2,3-triazol-4-yl)amino]pyrimidin-4-yl}-1-oxo-2,3-dihydro-1H-isoindol-2-yl)-N-[(1S)-1-[6-(dimethylamino)pyridin-2-yl]-2-hydroxyethyl]acetamide ClC=1C(=NC(=NC1)NC1=NN(N=C1)C)C1=CC=C2CN(C(C2=C1)=O)CC(=O)N[C@H](CO)C1=NC(=CC=C1)N(C)C